7-bromo-2-chloro-8-fluoro-4-[1,4]oxazepan-4-yl-quinazoline BrC1=CC=C2C(=NC(=NC2=C1F)Cl)N1CCOCCC1